COC1(CC2(C1)CC(C1(OCCO1)CC2)(C)C)C 2-methoxy-2,6,6-trimethyl-8,11-dioxadispiro[3.2.47.24]tridecane